CC1=C(C=O)C(=CC=C1[N+](=O)[O-])C 2,6-dimethyl-3-nitrobenzaldehyde